2-{[(azetidin-3-ylidene)amino]oxy}ethan-1-ol trifluoroacetate FC(C(=O)O)(F)F.N1CC(C1)=NOCCO